CN1N=C(C=C1OC1=CC=C(C=C1)[N+](=O)[O-])C 1,3-dimethyl-5-(4-nitrophenoxy)-1H-pyrazole